C(#N)C=1N(C2=C(C=CC(=C2C1)OC)F)CCNC1=CC(=NC=N1)C1=CC(=C(C=C1)CC(=O)O)OCC (4-{6-[2-(2-Cyano-7-fluoro-4-methoxy-indol-1-yl)-ethylamino]-pyrimidin-4-yl}-2-ethoxy-phenyl)-acetic acid